O[C@@]1([C@@H]2C([C@H](CC1=O)C2)(C)C)CC[C@@]2([C@H]1C([C@@H](CC2=O)C1)(C)C)O (1S,2R,5S)-2-hydroxy-2-(2-((1R,2S,5R)-2-hydroxy-6,6-dimethyl-3-oxobicyclo[3.1.1]heptan-2-yl)ethyl)-6,6-dimethylbicyclo[3.1.1]heptan-3-one